FC(C(O)(C(F)(F)F)C(C(F)(F)F)(C(F)(F)F)O)(F)F perfluoropinacol